6-(4-methoxyphenyl)-2,3-diphenyl-5-(pyridazin-3-ylamino)pyrazolo[1,5-a]pyrimidin-7(4H)-one COC1=CC=C(C=C1)C1=C(NC=2N(C1=O)N=C(C2C2=CC=CC=C2)C2=CC=CC=C2)NC=2N=NC=CC2